caproic acid, 2-propen-1-yl ester C(CCCCC)(=O)OCC=C